ethene-1-sulfonyl fluoride C(=C)S(=O)(=O)F